4-(3-difluoromethyl-5-(3-fluoro-4-methoxyphenyl)-1H-pyrazol-1-yl)benzenesulfonamide FC(C1=NN(C(=C1)C1=CC(=C(C=C1)OC)F)C1=CC=C(C=C1)S(=O)(=O)N)F